triarachidylphosphite C(CCCCCCCCCCCCCCCCCCC)OP(OCCCCCCCCCCCCCCCCCCCC)OCCCCCCCCCCCCCCCCCCCC